C1(C2=CC=C(C(=O)OCCCCO1)C=C2)=O 4-butylene terephthalate